5-(Benzo[d]thiazol-6-yl)-N-(4-(benzyloxy)phenyl)-1-(6-methylpyridin-2-yl)-1H-pyrazol-3-carboxyamid S1C=NC2=C1C=C(C=C2)C2=CC(=NN2C2=NC(=CC=C2)C)CC(=O)NC2=CC=C(C=C2)OCC2=CC=CC=C2